O(CC=O)CC=O 2,2'-OXYBISACETALDEHYDE